tert-butyl (2S,4R)-2-((6-bromo-3-methylpyridin-2-yl) carbamoyl)-4-fluoropyrrolidine-1-carboxylate BrC1=CC=C(C(=N1)NC(=O)[C@H]1N(C[C@@H](C1)F)C(=O)OC(C)(C)C)C